[N+](=O)([O-])C1=CC=C(OCCCNC(OC(C)(C)C)=O)C=C1 t-butyl (3-(4-nitrophenoxy)propyl)carbamate